ethylene glycol methacrylate phosphate P(=O)(O)(O)OCCOC(C(=C)C)=O